[5-[tert-butyl(dimethyl)silyl]oxy-7-methoxy-2-naphthyl] trifluoromethanesulfonate FC(S(=O)(=O)OC1=CC2=CC(=CC(=C2C=C1)O[Si](C)(C)C(C)(C)C)OC)(F)F